FC1=CC=C2C(CCOC2=C1)C1=C(C(=O)[O-])C=C(C(=C1)C)[N+](=O)[O-] 2-(7-fluorochroman-4-yl)-4-methyl-5-nitrobenzoate